1-(4-(6-((4-(2-(isopropylamino)-4-methylthiazol-5-yl)pyrimidin-2-yl)amino)pyridin-3-yl)piperazin-1-yl)ethan-1-one C(C)(C)NC=1SC(=C(N1)C)C1=NC(=NC=C1)NC1=CC=C(C=N1)N1CCN(CC1)C(C)=O